melamine diboronate B(O)OBO.N1=C(N)N=C(N)N=C1N